5,6-Dihydro-dibenzo[a,e]cycloocten-5-ol C1=CC=CC2=C1C=CC1=C(CC2O)C=CC=C1